C(C)C=1N=C2N(C=C(C=C2)C2CCN(CC2)S(=O)(=O)C)C1N(C=1SC=C(N1)C1=CC=C(C=C1)F)C N-(2-ethyl-6-(1-(methylsulfonyl)piperidin-4-yl)imidazo[1,2-a]pyridin-3-yl)-4-(4-fluorophenyl)-N-methylthiazol-2-amine